FC=1C=C(C=CC1F)N1C(CCCC12CCNCC2)=O 1-(3,4-difluorophenyl)-1,9-diazaspiro[5.5]undecan-2-one